(2-(1-(6,7-dimethoxy-2-(pyridin-3-yl)quinazolin-4-yl)piperidin-4-yl)ethyl)sulfamide COC=1C=C2C(=NC(=NC2=CC1OC)C=1C=NC=CC1)N1CCC(CC1)CCNS(=O)(=O)N